ClC[C@]1([C@H](C[C@@H](O1)N1C(NC(C=C1)=O)=O)OC(C1=CC=CC=C1)(C1=CC=CC=C1)C1=CC=C(C=C1)OC)CO 1-[(2R,4S,5R)-5-(chloromethyl)-5-(hydroxymethyl)-4-[(4-methoxyphenyl)diphenylmethoxy]oxolan-2-yl]-3H-pyrimidine-2,4-dione